3-(5-(((1S,2R)-2-(3-(2-fluorophenyl)azetidin-1-yl)cyclohexyl)oxy)-1-oxoisoindolin-2-yl)piperidine-2,6-dione FC1=C(C=CC=C1)C1CN(C1)[C@H]1[C@H](CCCC1)OC=1C=C2CN(C(C2=CC1)=O)C1C(NC(CC1)=O)=O